chloro-N-(5-chloro-6-(2h-1,2,3-triazol-2-yl)pyridin-3-yl)spiro[cyclopropane-1,8'-pyrazolo[1,5-a]pyrrolo[2,3-e]pyrimidine]-6'(7'H)-carboxamide ClC1=NN2C(N=CC3=C2C2(CN3C(=O)NC=3C=NC(=C(C3)Cl)N3N=CC=N3)CC2)=C1